ClC1=C(C=CC(=C1)OC1=CC=C(C=C1)Cl)C(CN1C=NN=C1)=O 1-[2-chloro-4-(4-chlorophenoxy)-phenyl]-2-[1,2,4]triazol-4-yl-ethanone